(2R,3R,5R)-3-[(tert-Butyldimethylsilyl)oxy]-5-(cyanomethyl)-2-methylpyrrolidine-1-carboxylic acid tert-butyl ester C(C)(C)(C)OC(=O)N1[C@@H]([C@@H](C[C@H]1CC#N)O[Si](C)(C)C(C)(C)C)C